BrC=1C=CC(N(N1)COCC[Si](C)(C)C)=O 6-bromo-2-(2-trimethylsilylethoxymethyl)pyridazin-3-one